3-(thieno[3,2-d]pyrimidin-4-ylamino)benzamide N1=CN=C(C2=C1C=CS2)NC=2C=C(C(=O)N)C=CC2